Water cesium carbonate C([O-])([O-])=O.[Cs+].O.[Cs+]